C1(=CC=C(C=C1)C1=NNC=C1C=O)C 3-(p-tolyl)-1H-pyrazole-4-carbaldehyde